C(CCCCCCCCCCCCCCCCC)(=O)OCCO ethylene Glycol monostearate